1-(7-methoxy-1,3-dimethyl-2-oxo-1,2-dihydroquinolin-5-yl)-4-methyl-1,2,3,4-tetrahydroquinoxaline-6-sulfonamide COC1=CC(=C2C=C(C(N(C2=C1)C)=O)C)N1CCN(C2=CC(=CC=C12)S(=O)(=O)N)C